tert-butyl (R)-3-((S)-1-(tert-butoxy)-3-(3-((E)-2-(hydroxyimino)ethyl)phenyl)-1-oxopropane-2-yl)pyrrolidine-1-carboxylate C(C)(C)(C)OC([C@@H](CC1=CC(=CC=C1)C/C=N/O)[C@@H]1CN(CC1)C(=O)OC(C)(C)C)=O